2,5-dimethyl-2,5-di-tert-butylhexane CC(C)(CCC(C)(C(C)(C)C)C)C(C)(C)C